2-((Cyclopropylmethyl)(6-(trifluoromethyl)-2,3-dihydrobenzofuran-3-yl)amino)-2-oxoacetic acid methyl ester COC(C(=O)N(C1COC2=C1C=CC(=C2)C(F)(F)F)CC2CC2)=O